ONC(C1=CC(=C(C(=C1)C)O)C)=N N,4-dihydroxy-3,5-dimethylbenzamidine